N1(C=NC=C1)C1C(=C(C(CC1)(C)C)/C=C/C(=C/C=C/C(=C\C(=O)NC1=CC=C(C(=O)OC)C=C1)/C)/C)C methyl 4-((2Z,4E,6E,8E)-9-(3-(1H-imidazol-1-yl)-2,6,6-trimethylcyclohex-1-en-1-yl)-3,7-dimethylnona-2,4,6,8-tetraenamido)benzoate